C(C1=CC=CC=C1)OC=1C(=C2CC[C@](OC2=C(C1C)C)(C)CC\C=C(\CCC=C(C)C)/C)C (S,E)-6-(benzyloxy)-2-(4,8-dimethylnona-3,7-dien-1-yl)-2,5,7,8-tetramethylchromane